3-(5-((2,3-difluoro-6-methoxyphenyl)methoxy-d)-2-fluoro-4-methoxyphenyl)-2,4-dioxo-1,2,3,4-tetrahydrothieno[3,4-d]pyrimidine-5-carboxylic acid FC1=C(C(=CC=C1F)OC)C(OC=1C(=CC(=C(C1)N1C(NC=2C(C1=O)=C(SC2)C(=O)O)=O)F)OC)[2H]